BrC1=CC=C(C=C1)C(C#N)(F)F (4-bromophenyl)-2,2-difluoroacetonitrile